C(C)(=O)N1CC2(C1)CC(C2)C2=C(C=C(C=C2)NC(OCC2=CN=CO2)=O)F oxazol-5-ylmethyl (4-(2-acetyl-2-azaspiro[3.3]heptan-6-yl)-3-fluorophenyl)carbamate